3-{4-amino-5-bromo-7-methyl-7H-pyrrolo[2,3-d]pyrimidin-6-yl}-2,5-dihydro-1H-pyrrole-1-carboxylic acid tert-butyl ester C(C)(C)(C)OC(=O)N1CC(=CC1)C1=C(C2=C(N=CN=C2N)N1C)Br